COC1=CC2=C(CC(NC(C2)C)C)C=C1 7-methoxy-2,4-dimethyl-2,3,4,5-tetrahydro-1H-benzo[d]azepine